OC1=CC=CC(=N1)C1=NC(=CC=C1)O 6,6'-dihydroxy-2,2'-bipyridine